The molecule is a monosaccharide derivative that is salicylic acid in which the phenolic hydrogen is replaced by a D-glucosyl residue. It is a D-glucoside, a monosaccharide derivative and a member of benzoic acids. It derives from a salicylic acid. C1=CC=C(C(=C1)C(=O)O)OC2[C@@H]([C@H]([C@@H]([C@H](O2)CO)O)O)O